2-(3,5-difluoro-phenoxy)-propionic acid methyl ester COC(C(C)OC1=CC(=CC(=C1)F)F)=O